benzyl (tert-butoxycarbonyl)(N,N-dimethylsulfamoyl)-L-alaninate C(C)(C)(C)OC(=O)N([C@@H](C)C(=O)OCC1=CC=CC=C1)S(N(C)C)(=O)=O